ClC1=NC2=C(C=CC=C2C=C1CC1=CC(=CC=C1)C)C 2-chloro-8-methyl-3-(3-methylbenzyl)quinoline